4-quinolinylacetic acid N1=CC=C(C2=CC=CC=C12)CC(=O)O